O=C(CCC=O)C(C)=O 4,5-dioxohexanal